C1(CCC1)C=1NC(=NN1)C1CC2(CN(C2)C(=O)N2CC3(CN(C3)S(=O)(=O)C3=CC(=CC=C3)OC(F)(F)F)C2)C1 [6-(5-cyclobutyl-4H-1,2,4-triazol-3-yl)-2-azaspiro[3.3]heptan-2-yl]-[2-[3-(trifluoromethoxy)phenyl]sulfonyl-2,6-diazaspiro[3.3]heptan-6-yl]methanone